COCCOCOC1=NC2=CC=C(C=C2C=C1)C1=CC=C2C(CCOC2=C1)=O 7-(((2-methoxyethoxy)methoxy)quinolin-6-yl)chroman-4-one